(S)-5-(3-(4-aminophenyl)-2-(4-(5-chloro-2-(1H-tetrazol-1-yl)phenyl)-2,3-dioxopiperazin-1-yl)propanamido)benzofuran-2-carboxylic acid tert-butyl ester C(C)(C)(C)OC(=O)C=1OC2=C(C1)C=C(C=C2)NC([C@H](CC2=CC=C(C=C2)N)N2C(C(N(CC2)C2=C(C=CC(=C2)Cl)N2N=NN=C2)=O)=O)=O